F[C@@H]1C[C@H](CC1)CN1N=CC(=C1)C=1C=CC(=NC1C1=CC=2N(C=C1)C=C(N2)C)C#N 5-(1-(((1S,3S)-3-fluorocyclopentyl)methyl)-1H-pyrazol-4-yl)-6-(2-methylimidazo[1,2-a]pyridin-7-yl)picolinonitrile